1-(S-methylsulphonimidoyl)-4-nitrobenzene CS(=O)(=N)C1=CC=C(C=C1)[N+](=O)[O-]